O=C1NC(CCC1C1=CC=C(C=N1)N1CCC(CC1)C(=O)N1CCC(CC1)(C(=O)O)C)=O 1-(1-(6-(2,6-dioxopiperidin-3-yl)pyridin-3-yl)piperidine-4-carbonyl)-4-methylpiperidine-4-carboxylic acid